ethyl 1,4-dimethyl-1H-pyrrole-3-carboxylate CN1C=C(C(=C1)C)C(=O)OCC